6-(5-(2,4-dimethylpyridin-3-yl)-1H-pyrrolo[2,3-b]pyridin-3-yl)-4-fluoro-2-methyl-1-(1-methylpiperidin-4-yl)-1H-benzo[d]imidazole CC1=NC=CC(=C1C=1C=C2C(=NC1)NC=C2C=2C=C(C1=C(N(C(=N1)C)C1CCN(CC1)C)C2)F)C